methyl (2S)-2-phenyl-2-((3-phenyl-3-(4-(trifluoromethyl)phenoxy)propyl)amino)acetate C1(=CC=CC=C1)[C@@H](C(=O)OC)NCCC(OC1=CC=C(C=C1)C(F)(F)F)C1=CC=CC=C1